rel-(2S,3R,4S,5R)-4-[[3-(3,4-Difluoro-2-Methoxy-Phenyl)-5-(Difluoromethyl)-4,5-Dimethyl-Tetrahydrofuran-2-Carbonyl]Amino]Pyridine-2-Carboxamide FC=1C(=C(C=CC1F)[C@@H]1[C@H](O[C@@]([C@H]1C)(C)C(F)F)C(=O)NC1=CC(=NC=C1)C(=O)N)OC |o1:8,9,11,12|